FC1=C(C=C(C=C1C=1C=NN(C1)C)CO)NC(=O)C=1C=C(N2C=CC(=CC12)O)C(C(C)(C)C)=O N-(2-fluoro-5-(hydroxymethyl)-3-(1-methyl-1H-pyrazol-4-yl)phenyl)-7-hydroxy-3-pivaloyl-indolizine-1-carboxamide